COC=1C=C(C=C(C1OC)OC)N1C(=NC2=C1C=CC=C2)C2=C(C=CC=C2)O 2-(1-(3,4,5-trimethoxyphenyl)-1H-benzo[d]imidazol-2-yl)phenol